3-aminobicyclo[3.1.0]hexane-3-carboxamide NC1(CC2CC2C1)C(=O)N